Pentamethyl[(trimethylsilyl)oxy]-cyclotrisiloxane C[Si]1(O[Si](O[Si](O1)(O[Si](C)(C)C)C)(C)C)C